FC1=C(C=CC=C1F)C(C)C=1C2=C(C(N(C1)C)=O)N(C=C2)S(=O)(=O)C2=CC=C(C)C=C2 4-(1-(2,3-difluorophenyl)ethyl)-6-methyl-1-tosyl-1,6-dihydro-7H-pyrrolo[2,3-c]pyridin-7-one